(R)-6-(azetidin-1-ylmethyl)-4-methyl-2-(1H-pyrazol-4-yl)-5,7-dihydro-3-oxa-1-thia-7-azaacenaphthylen-8(4H)-one N1(CCC1)CC1=C2C[C@H](OC3=C(SC(C(N1)=O)=C32)C=3C=NNC3)C